CC1=C(CC2CC3(CN(C3)C(=O)OCCCC)CC2)C=CC(=C1)C(F)(F)F Butyl 6-(2-methyl-4-(trifluoromethyl)benzyl)-2-azaspiro[3.4]octane-2-carboxylate